C(CCCCCCCCC)C1=CC=C(C=C1)NC1=CC=C(C=N1)C1=NOC(=N1)[C@H]1CN(CC1)C(=O)OC(C)(C)C tert-butyl (R)-3-(3-(6-((4-decylphenyl)amino)pyridin-3-yl)-1,2,4-oxadiazol-5-yl)pyrrolidine-1-carboxylate